C(#N)C1=C(OC=2C=C3C(N(C=NC3=CC2)[C@H]2COC3(C2)CCN(CC3)C(=O)OC(C)(C)C)=O)C(=CC=C1NS(=O)(=O)N1C[C@H](CC1)OC)F tert-butyl (3R)-3-[6-[2-cyano-6-fluoro-3-[[(3S)-3-methoxypyrrolidin-1-yl]sulfonylamino]phenoxy]-4-oxo-quinazolin-3-yl]-1-oxa-8-azaspiro[4.5]decane-8-carboxylate